(3S)-tert-butyl 3-methyl-6-(2-(3-methyl-3-azabicyclo[3.2.0]heptan-6-yl)benzo[d]thiazol-5-yl)-3,4-dihydropyridine-1(2H)-carboxylate C[C@@H]1CN(C(=CC1)C=1C=CC2=C(N=C(S2)C2C3CN(CC3C2)C)C1)C(=O)OC(C)(C)C